OC1=C(C(=O)NCCCCCCCC(=O)O)C=CC(=C1)Cl 8-(2-hydroxy-4-chlorobenzoyl)aminocaprylic acid